C12(CC3CC(CC(C1)C3)C2)C=2NC3=CC=CC=C3C2 adamantyl-indole